Cl.C(C=C)OC(NC12C[C@@H](C(CC1)(CC2)N)O)=O (S)-(4-amino-3-hydroxybicyclo[2.2.2]oct-1-yl)carbamic acid allyl ester hydrochloride